4-methyl-5-phenylhexane-5-en-3-one CC(C(CC)=O)C(=C)C1=CC=CC=C1